N-[4-OXO-2,3-DIHYDRO-PYRIDO[3,2-B][1,4]OXAZEPIN-3-YL]-5,6-DIHYDRO-4H-PYRROLO[1,2-B]PYRAZOL-2-CARBOXAMID O=C1NC2=C(OCC1NC(=O)C=1C=C3N(N1)CCC3)C=CC=N2